C1=CC=C(C(=C1)N)S(=O)(=O)C2=CC=CC=C2N 2,2'-diaminodiphenyl sulfone